C(C)N1C(=NN(C1=O)C1=CC=C2NC(C(N(C2=C1)[C@H](C(F)(F)F)C)=O)C1=C(C=CC=C1)SC)CO 7-(4-Ethyl-3-(hydroxymethyl)-5-oxo-4,5-dihydro-1H-1,2,4-triazol-1-yl)-3-(2-(methylthio)phenyl)-1-((S)-1,1,1-trifluoropropan-2-yl)-3,4-dihydroquinoxalin-2(1H)-one